3,5-dimethyl-4-(3-(4,4,5,5-tetramethyl-1,3,2-dioxaborolan-2-yl)phenyl)isoxazole CC1=NOC(=C1C1=CC(=CC=C1)B1OC(C(O1)(C)C)(C)C)C